P(=O)(OC(C)(C)C)(OCN1N=CC(=C1)C=1OC(=CC1)C(NC=1C(=NN(C1)CCOC)C1=NC=CC=C1)=O)O tert-butyl ((4-(5-((1-(2-methoxyethyl)-3-(pyridin-2-yl)-1H-pyrazol-4-yl) carbamoyl) furan-2-yl)-1H-pyrazol-1-yl) methyl) hydrogen phosphate